tributylstannanylium azide [N-]=[N+]=[N-].C(CCC)[Sn+](CCCC)CCCC